C(C)(C)(C)[Si](C1=CC=CC=C1)(C1=CC=CC=C1)OC1C2=NN=C(C3=C(C=C(C(N(CCC=CCC1)C)=N3)C(F)(F)F)[N+](=O)[O-])O2 tert-butyl-[[13-methyl-17-nitro-15-(trifluoromethyl)-19-oxa-3,4,13,18-tetrazatricyclo[12.3.1.12,5]nonadeca-1(17),2,4,9,14(18),15-hexaen-6-yl]oxy]-diphenyl-silane